FC(C(C(F)(F)F)(O)C1=CC=C(C=C1)C1=C(C=C(C=C1)CN1C[C@@H](N(CC1)CC1=CC=NC=C1)C(=O)OCCO)C)(F)F 2-hydroxyethyl (R)-4-((4'-(1,1,1,3,3,3-hexafluoro-2-hydroxypropan-2-yl)-2-methyl-[1,1'-biphenyl]-4-yl)methyl)-1-(pyridin-4-ylmethyl)piperazine-2-carboxylate